C(C)OC=1C(=NC=C(C1)N1N=CN=C1)NC1=NNC2=CC(=CC=C12)[C@@H]1C[C@@]12C(NC1=CC=C(C=C21)OC)=O (1R,2S)-2-(3-{[3-ethoxy-5-(1H-1,2,4-triazol-1-yl)pyridin-2-yl]amino}-1H-indazol-6-yl)-5'-methoxyspiro[cyclopropane-1,3'-indol]-2'(1'H)-one